N[C@@H](C)C(=O)OC1CCN(CC1)C 1-Methylpiperidin-4-yl L-alaninate